C(CCCCCCCCCCCCCCCCC)(=O)NN stearic acid monohydrazide